BrC=1C=C2C(=NC1)C(NC2)=O 3-bromo-5H,6H-pyrrolo[3,4-b]pyridin-7-one